CS(=O)(=O)C1=CC(=C(C=C1)NCC#CC=1N(C=2C=CC=C(C2C1)NC1CCC(CC1)N1CCC(CC1)S(=O)(=O)C)CC(F)(F)F)OC 2-{3-[(4-methanesulfonyl-2-methoxyphenyl)amino]prop-1-yn-1-yl}-N-[(1S,4S)-4-(4-methanesulfonylpiperidin-1-yl)cyclohexyl]-1-(2,2,2-trifluoroethyl)-1H-indol-4-amine